1-methyl-2-propylsulfanyl-benzene CC1=C(C=CC=C1)SCCC